C(C)(C)C1=NC(=NC(=C1)N1CC(NCC1)C1=CC=CC=C1)N 4-isopropyl-6-(3-phenylpiperazin-1-yl)pyrimidin-2-amine